4-[[(1R)-1-(2-amino-3-pyridyl)ethyl]-ethyl-amino]-6-chloro-2-[(1,3-dimethyl-3-piperidyl)methoxy]pyrimidine-5-carbonitrile NC1=NC=CC=C1[C@@H](C)N(C1=NC(=NC(=C1C#N)Cl)OCC1(CN(CCC1)C)C)CC